benzyl (1S,3S,5S)-2-((3-(acetamidomethyl)-4-phenoxybenzoyl)glycyl)-5-methyl-2-azabicyclo[3.1.0]hexane-3-carboxylate C(C)(=O)NCC=1C=C(C(=O)NCC(=O)N2[C@H]3C[C@]3(C[C@H]2C(=O)OCC2=CC=CC=C2)C)C=CC1OC1=CC=CC=C1